C(C1=CC=CC=C1)N1[C@H]2CC(C[C@@H]1CC2)C2CCCC=1C3=CC=C(C=C3NC21)C(=O)N ((1R,3s,5S)-8-benzyl-8-azabicyclo[3.2.1]oct-3-yl)-2,3,4,9-tetrahydro-1H-carbazole-7-carboxamide